4-(2-amino-4-methoxyphenoxy)butane-1-sulfonic acid NC1=C(OCCCCS(=O)(=O)O)C=CC(=C1)OC